N-(3-(1H-pyrazol-4-yl)-1H-indol-7-yl)-2-(1-methylpiperidin-4-yl)-2-phenylacetamide N1N=CC(=C1)C1=CNC2=C(C=CC=C12)NC(C(C1=CC=CC=C1)C1CCN(CC1)C)=O